[1,3-phenylenedi(methylene)]bis(stearamide) C1(=CC(=CC=C1)CCCCCCCCCCCCCCCCCCC(=O)N)CCCCCCCCCCCCCCCCCCC(=O)N